O(N(CC)CC)N(CC)CC oxybis(N,N-diethylamine)